2-{6-azaspiro[2.5]octane-6-yl}-N-[8-(4,4-difluoropiperidin-1-yl)-7-fluoroquinoline-6-yl]-4-[(2R)-1-hydroxypropane-2-sulfonylamino]benzamide C1CC12CCN(CC2)C2=C(C(=O)NC=1C=C3C=CC=NC3=C(C1F)N1CCC(CC1)(F)F)C=CC(=C2)NS(=O)(=O)[C@@H](CO)C